(3R)-1-(pyridin-2-ylmethyl)pyrrolidine-3-carboxylic acid hydrazide N1=C(C=CC=C1)CN1C[C@@H](CC1)C(=O)NN